C#CCCCCCC anti-octyne